C(C1=CC=CC=C1)C(CC(=C)C)(C)NC(=O)C=1C=NC2=C(C=CC=C2C1)F N-(1-benzyl-1,3-dimethyl-but-3-enyl)-8-fluoro-quinoline-3-carboxamide